(3S,4R,5R,6S)-1-(7-{[2-(4-fluorophenyl)-1,3-thiazol-4-yl]methoxy}heptyl)-3,4,5,6-azepanetetrol FC1=CC=C(C=C1)C=1SC=C(N1)COCCCCCCCN1C[C@@H]([C@H]([C@@H]([C@H](C1)O)O)O)O